monofluorodinitrotoluene FC(C1=CC=CC=C1)([N+](=O)[O-])[N+](=O)[O-]